NC=1C=CC=2N(C1)N=C(N2)N2C[C@@H](CCC2)NC2=NC=C(C(=N2)OC)C#N (R)-2-((1-(6-amino-[1,2,4]triazolo[1,5-a]pyridin-2-yl)piperidin-3-yl)amino)-4-methoxypyrimidine-5-carbonitrile